acryloyloxyhydroxypropyl-triethylammonium chloride [Cl-].C(C=C)(=O)OC(C)[N+](CC)(CC)CCCO